N4-isobutyl-N6-(2-methoxy-4-(morpholinosulfonyl)phenyl)-3-(trifluoromethyl)-1H-pyrrolo[2,3-b]pyridine-4,6-diamine C(C(C)C)NC=1C2=C(N=C(C1)NC1=C(C=C(C=C1)S(=O)(=O)N1CCOCC1)OC)NC=C2C(F)(F)F